OC1=CC=C2C(=CC=NC2=C1)C(=O)N[C@@H](C(=O)OC(C)(C)C)C tert-butyl (R)-2-[(7-hydroxy-4-quinolyl)carbonylamino]propionate